2-(6-(((1r,2r,3s,5s)-2-fluoro-9-azabicyclo[3.3.1]non-3-yl)oxy)pyridazin-3-yl)-5-(1-methyl-1H-pyrazol-3-yl)phenol F[C@@H]1[C@H]2CCC[C@@H](C[C@@H]1OC1=CC=C(N=N1)C1=C(C=C(C=C1)C1=NN(C=C1)C)O)N2